FCOC1=NC2=C(N1CF)C=C(C=C2)C(=O)O (fluoromethoxy)-1-(fluoromethyl)-1H-benzo[d]imidazole-6-carboxylic acid